β-(3,4-epoxycyclohexyl)ethyl-ethoxyacetoxyethylsilane C1(CC2C(CC1)O2)CC[SiH2]CCOC(COCC)=O